C(C1=CC=CC=C1)N1C(C(=C(C=C1)CNC1CCN(CC1)CC1=CC=CC=C1)O)=O 1-benzyl-3-hydroxy-4-[(1-benzylpiperidin-4-ylamino)methyl]pyridin-2(1H)-one